N-(6-methoxy-1-methylindazol-7-yl)-6-(3-methyl-2-oxoimidazolidin-1-yl)pyridine-3-sulfonamide COC1=CC=C2C=NN(C2=C1NS(=O)(=O)C=1C=NC(=CC1)N1C(N(CC1)C)=O)C